FC(C1=NN=C(S1)C1=NNC2=CC(=CC=C12)S(=O)(=O)Cl)F [5-(difluoromethyl)-1,3,4-thiadiazol-2-yl]indazole-6-sulfonyl chloride